2-(pyridin-4-yl)thieno[3,4-d]pyrimidin-4(3H)-one N1=CC=C(C=C1)C=1NC(C=2C(N1)=CSC2)=O